O=C1NC(CCC1C=1C=NC(=NC1)N1CCC2(CN(C2)C(=O)OC(C)(C)C)CC1)=O tert-butyl 7-(5-(2,6-dioxopiperidin-3-yl) pyrimidin-2-yl)-2,7-diazaspiro[3.5]nonane-2-carboxylate